ClC1=C(C=CC=C1)C=1CCCC2=C(C1C1=NC=C(C=C1)CC1CN(C1)CCCF)C=CC(=C2)C(=O)OC methyl 8-(2-chlorophenyl)-9-(5-((1-(3-fluoropropyl)azetidin-3-yl)methyl)pyridin-2-yl)-6,7-dihydro-5H-benzo[7]annulene-3-carboxylate